tert-butyl (1R,5S)-3-(5-cyanothiazol-2-yl)-3,6-diazabicyclo[3.1.1]heptane-6-carboxylate C(#N)C1=CN=C(S1)N1C[C@@H]2N([C@H](C1)C2)C(=O)OC(C)(C)C